[N-](C#N)C#N.C(C=C)N1C=[N+](C=C1)C 1-Allyl-3-methylimidazolium dicyanamide salt